2,4,5,6-tetrafluoroisophthalonitrile FC1=C(C#N)C(=C(C(=C1C#N)F)F)F